C(C(CCC)S)(S)(S)S pentanetetrathiol